5-(1-acryloyl-2,5-dihydro-1H-pyrrol-3-yl)-N-((4,6-dimethyl-2-oxo-1,2-dihydropyridin-3-yl)methyl)-3-(ethyl-(tetrahydro-2H-pyran-4-yl)amino)-2-methylbenzamide C(C=C)(=O)N1CC(=CC1)C=1C=C(C(=C(C(=O)NCC=2C(NC(=CC2C)C)=O)C1)C)N(C1CCOCC1)CC